[Cl-].[Cl-].[Cl-].[Ti+4] titanium(IV) trichloride